O=S1(CC(CC1)NC1=CC(=NC=N1)NC1=CC(=C2C(=[N+]1[O-])C1(NC2=O)CCCCC1)C)=O 2'-((6-((1,1-dioxidotetrahydrothiophen-3-yl)amino)pyrimidin-4-yl)amino)-4'-methyl-5'-oxo-5',6'-dihydrospiro[cyclohexane-1,7'-pyrrolo[3,4-b]pyridine] 1'-oxide